(S)-2-(3-fluorophenyl)-9-(1-((2-(3-hydroxyisoxazol-5-yl)phenyl)amino)ethyl)-3,7-dimethyl-4H-pyrido[1,2-a]pyrimidin-4-one FC=1C=C(C=CC1)C=1N=C2N(C(C1C)=O)C=C(C=C2[C@H](C)NC2=C(C=CC=C2)C2=CC(=NO2)O)C